COC1=C(C=CC(=C1)[N+](=O)[O-])NC(C1=C(C(=CC=C1)Br)F)=O N-(2-methoxy-4-nitrophenyl)-2-fluoro-3-bromobenzamide